6-METHYL-1,3-BENZOXAZOLE-2-CARBALDEHYDE CC1=CC2=C(N=C(O2)C=O)C=C1